(3S,4S)-1-(4-(((R)-3-(hexylcarbamoyl)-4-octanoylpiperazin-1-yl)sulfonyl)benzoyl)-N3,N4-bis((1S,2R)-2-phenylcyclopropyl)pyrrolidine-3,4-dicarboxamide C(CCCCC)NC(=O)[C@H]1CN(CCN1C(CCCCCCC)=O)S(=O)(=O)C1=CC=C(C(=O)N2C[C@H]([C@@H](C2)C(=O)N[C@@H]2[C@H](C2)C2=CC=CC=C2)C(=O)N[C@@H]2[C@H](C2)C2=CC=CC=C2)C=C1